FC(C1=CC=C(C=C1)C1=CC=C(C=C1)C(C)=O)(F)F 1-(4'-(trifluoromethyl)-[1,1'-biphenyl]-4-yl)ethan-1-one